Cl.C(C=C)C1OCC1NCC allyl-N-ethyloxetan-3-amine hydrochloride